octadecane-3,7-diol CCC(CCCC(CCCCCCCCCCC)O)O